trans-cyclohexylmethyl-carboxylate C1(CCCCC1)CC(=O)[O-]